COC(CC1C(C(CC1)O)CCCCC)=O Methyl-2-(3-hydroxy-2-pentylcyclopentyl)acetat